2-(7-chloro-1,1-dioxido-4,5-dihydrobenzo[f][1,2,5]thiadiazepin-2(3H)-yl)-3-(6-fluoro-2,3-dimethylphenyl)butanoic acid ClC=1C=CC2=C(NCCN(S2(=O)=O)C(C(=O)O)C(C)C2=C(C(=CC=C2F)C)C)C1